CC1CCC(CC1)NC(=O)C=1C(N(C2=NC=C(C=C2C1)C1=NC=CC=C1)CCN1CCOCC1)=O N-(4-methylcyclohexyl)-1-(2-morpholinoethyl)-2-oxo-6-(pyridin-2-yl)-1,2-dihydro-1,8-naphthyridine-3-carboxamide